2-((4-Methoxyphenyl)amino)-2-oxoacetic acid ethyl ester C(C)OC(C(=O)NC1=CC=C(C=C1)OC)=O